1-{[(4-hydroxycyclohexyl)oxy]methyl}-7-oxo-9-oxa-2,6-diazaspiro[4.5]decane-2-carboxylate OC1CCC(CC1)OCC1N(CCC12NC(COC2)=O)C(=O)[O-]